methyl (S)-3-(4-(1,6-dimethyl-2-oxo-4-(trifluoromethyl)-1,2-dihydro pyridin-3-yl)naphthalen-1-yl)-2-(tritylamino)propanoate CN1C(C(=C(C=C1C)C(F)(F)F)C1=CC=C(C2=CC=CC=C12)C[C@@H](C(=O)OC)NC(C1=CC=CC=C1)(C1=CC=CC=C1)C1=CC=CC=C1)=O